BrC(=CC1=C(C(=CC=C1)F)F)Br 1-(2,2-dibromovinyl)-2,3-difluorobenzene